3-formyl-5,5-dimethylthiazolidine-4-carboxylic acid C(=O)N1CSC(C1C(=O)O)(C)C